C1=CN=CC=C2C1=CC=C(C2)C(=O)[O-] Benzo[1,2-d]azepine-7-carboxylate